4-(4-(1H-benzo[d]imidazol-1-yl)furan-2-yl)-4-oxobutyric acid N1(C=NC2=C1C=CC=C2)C=2C=C(OC2)C(CCC(=O)O)=O